C(CCCC)C1=C(C(=O)ONCCO)C=CC(=C1)OCCC ((2-hydroxyethyl) amino) pentyl-4-propoxybenzoate